4-(2-Amino-2-methylpropanoyl)-N-(1-(4-(2-(2-amino-7-azaspiro[3.5]nonan-7-yl)propyl)phenyl)-2-oxo-1,2-dihydropyrimidin-4-yl)piperazine-1-carboxamide Hydrochloride Salt Cl.NC(C(=O)N1CCN(CC1)C(=O)NC1=NC(N(C=C1)C1=CC=C(C=C1)CC(C)N1CCC2(CC(C2)N)CC1)=O)(C)C